N1C2=NC(=C1)O2 Epoxy-Imidazol